CN(C1CCC(CC1)NC(=O)N)C 1-[(1R,4R)-4-(dimethylamino)cyclohexyl]urea